tert-butyl 4-(4-(5-isopropoxy-6-((1-methyl-2-oxo-1,2-dihydropyridin-3-yl)carbamoyl)benzo[d]thiazol-2-yl)piperazin-1-yl)piperidine-1-carboxylate C(C)(C)OC=1C(=CC2=C(N=C(S2)N2CCN(CC2)C2CCN(CC2)C(=O)OC(C)(C)C)C1)C(NC=1C(N(C=CC1)C)=O)=O